C(#N)[C@H]1N(CC(C1)(F)F)C(CNC(=O)C1=CC=NC2=CC=C(C=C12)C1=CC=C(OCCCN2CCN(CC2)C(CNC(OC(C)(C)C)=O)=O)C=C1)=O (S)-tert-butyl 2-(4-(3-(4-(4-(2-(2-cyano-4,4-difluoropyrrolidin-1-yl)-2-oxoethylcarbamoyl)quinolin-6-yl)phenoxy)propyl)piperazin-1-yl)-2-oxoethylcarbamate